FC(OC=1C=C(C=NC1)B(O)O)F [5-(difluoromethoxy)-3-pyridinyl]boronic acid